(R)-N-(8,9-difluoro-6-oxo-1,2,3,4,5,6-hexahydrobenzo[c][1,7]naphthyridin-1-yl)-5-(difluoromethyl)-N-methyl-indolizine-2-carboxamide FC=1C(=CC2=C(C(NC=3CNC[C@@H](C23)N(C(=O)C=2C=C3C=CC=C(N3C2)C(F)F)C)=O)C1)F